C(C)(C)(C)OC(=O)N[C@H]1C[C@H](CCC1)C(=O)O |r| (+/-)-cis-3-((tert-butoxycarbonyl)amino)cyclohexanecarboxylic acid